chloro-2,5-dimethylpyridin-4-ol ClC=1C(=NC=C(C1O)C)C